C(C=C)(=O)N1CCN(CC1)C1=NC(N2C3=C(C(=C(C=C13)C(F)(F)F)C1=CC(=C(C=C1)F)Cl)SC[C@@H](C2)OCCOC)=O (R)-8-(4-acryloylpiperazin-1-yl)-11-(3-chloro-4-fluorophenyl)-3-(2-methoxyethoxy)-10-(trifluoromethyl)-3,4-dihydro-2H,6H-[1,4]thiazepino[2,3,4-ij]quinazolin-6-one